OC1=CC=C(C=C1)C[C@@H](C(=O)OC)NC(NC=1C=C(C=C(C(=O)OC)C1)C(=O)OC)=O (S)-Dimethyl 5-(3-(3-(4-hydroxyphenyl)-1-methoxy-1-oxopropan-2-yl)ureido)isophthalate